C(C)C(C(C(=O)[O-])(CC)CC)(C(=O)[O-])CC tetra-ethyl-succinate